(rac)-1-(4-piperidyl)-6-tetrahydrofuran-3-yloxy-3H-imidazo[4,5-b]pyridine-2-one, dihydrochloride Cl.Cl.N1CCC(CC1)N1C(NC2=NC=C(C=C21)O[C@H]2COCC2)=O |r|